N-(4-(((1H-Pyrrol-3-yl)methyl)amino)-2-aminophenyl)decanamid N1C=C(C=C1)CNC1=CC(=C(C=C1)NC(CCCCCCCCC)=O)N